7-(1-ethoxyethoxy)-8-hydroxy-7,11-dimethyl-12-((R,2E,4E)-6-(pyridin-2-yl)hepta-2,4-dien-2-yl)oxacyclododec-9-en-2-one C(C)OC(C)OC1(CCCCC(OC(C(C=CC1O)C)\C(\C)=C\C=C\[C@@H](C)C1=NC=CC=C1)=O)C